1-(Cyclopenta-2,4-dien-1-yl)-2,2,2-trifluoroethan-1-on C1(C=CC=C1)C(C(F)(F)F)=O